(piperidin-4-yl)quinoline-8-carboxamide hydrochloride Cl.N1CCC(CC1)C1=NC2=C(C=CC=C2C=C1)C(=O)N